3,8-dichloro-2,4,5-trimethylpyrido[3',2':4,5]Thieno[2,3-d]Pyridazine ClC1=C(C2=C(SC3=C(N=NC(=C32)C)Cl)N=C1C)C